ClC1=NN2C=3CCCN(C3C=NC2=C1)C1=CC=C(C=C1)[C@@H](C(F)(F)F)N(C(=O)C1CC(C1)(C)O)C (1r,3s)-N-[(1S)-1-(4-{4-chloro-2,3,7,10-tetraazatricyclo[7.4.0.02,6]trideca-1(9),3,5,7-tetraen-10-yl}phenyl)-2,2,2-trifluoroethyl]-3-hydroxy-N,3-dimethylcyclobutane-1-carboxamide